[C@@H]12COC[C@H]2C1C1CN2C=3C(=C(SC3C(N1)=O)C=1C=NNC1)CC(C2)(F)F racemic-7-((1R,5S,6s)-3-oxabicyclo[3.1.0]hexan-6-yl)-4,4-difluoro-2-(1H-pyrazol-4-yl)-4,5,7,8-tetrahydro-3H-1-thia-5a,8-diazabenzo[cd]azulen-9(6H)-one